(R)-4-(3-methylphenyl)-oxazolidine-2-one CC=1C=C(C=CC1)[C@H]1NC(OC1)=O